2-((2-(methacryloyloxy)ethyl)carbamoyl)malonic acid diethyl ester C(C)OC(C(C(=O)OCC)C(NCCOC(C(=C)C)=O)=O)=O